N-(2-ethoxy-5-fluoropyrimidin-4-yl)-5-[(4-fluoro-1-methylpiperidin-4-yl)carbonyl]-6,6-dimethyl-1,4,5,6-tetrahydropyrrolo[3,4-c]Pyrazol-3-amine C(C)OC1=NC=C(C(=N1)NC=1C2=C(NN1)C(N(C2)C(=O)C2(CCN(CC2)C)F)(C)C)F